cyanohydroxy iminoacetate (ethyl cyanohydroxyiminoacetate) C(C)ON=C(C(=O)O)C#N.N=CC(=O)OOC#N